Tert-butyl (4-azidophenyl)carbamate N(=[N+]=[N-])C1=CC=C(C=C1)NC(OC(C)(C)C)=O